O1CCN(CC1)CC1=NC(=NC(=C1)NC=1SC(=CN1)C=1N=NN(N1)C1=CC=CC=C1)N[C@@H]1CN(CCC1)C(=O)OC(C)(C)C tert-Butyl (S)-3-((4-(morpholinomethyl)-6-((5-(2-phenyl-2H-tetrazol-5-yl)thiazol-2-yl)amino)pyrimidin-2-yl)amino)piperidine-1-carboxylate